N1(CCN(CCN(CCC1)CC1=C(C(=CC=C1C)CN)O)CC1=C(C(=CC=C1C)CN)O)CC1=C(C(=CC=C1C)CN)O 2,2',2''-[1,4,7-triazecane-1,4,7-triyltris(methylene)]tris[6-(aminomethyl)-methylphenol]